N-(3-quinolinylmethyl)-N'-(2-pyridylmethyl)-N-(6,7,8,9-tetrahydro-5H-cyclohepta[b]pyridin-9-yl)-1,4-xylylenediamine N1=CC(=CC2=CC=CC=C12)CN(CC1=CC=C(C=C1)CNCC1=NC=CC=C1)C1CCCCC=2C1=NC=CC2